(ADAMANTAN-1-YL)-2-((6-ISOPROPOXY-2-OXO-1,2-DIHYDROPYRIMIDIN-4-YL)OXY)ACETAMIDE C12(CC3CC(CC(C1)C3)C2)C(C(=O)N)OC2=NC(NC(=C2)OC(C)C)=O